ClN1N(C(=C(N1)C(=O)N)NC(C(C)C)=O)CC1=CC=CC=C1 2-chloro-(benzyl)-5-isobutyrylamino-1H-[1,2,3]triazole-4-carboxylic acid amide